4-(2-methoxyphenyl)-2-(4-phenoxyphenyl)-2,3-dihydro-1H-pyrrolo[3,4-c]pyridin-1-one COC1=C(C=CC=C1)C1=NC=CC2=C1CN(C2=O)C2=CC=C(C=C2)OC2=CC=CC=C2